2-phenyl-6,7-dihydrooxazolo[5,4-d]pyrrolo[1,2-a]pyrimidin-9(5H)-one C1(=CC=CC=C1)C=1OC=2N=C3N(C(C2N1)=O)CCC3